2-(sec-butyl)-3-ethylbenzo[4,5]imidazo[1,2-a]pyrimidin-4-yl morpholine-4-carboxylate N1(CCOCC1)C(=O)OC1=C(C(=NC=2N1C1=C(N2)C=CC=C1)C(C)CC)CC